4-(2-((4-(((7-chloro-8-fluoroimidazo[1,5-a]pyridin-1-yl)methyl)carbamoyl)-1H-1,2,3-triazol-1-yl)methyl)-6-cyclopropylimidazo[1,2-a]pyridin-8-yl)morpholine-2-carboxylic acid ClC1=C(C=2N(C=C1)C=NC2CNC(=O)C=2N=NN(C2)CC=2N=C1N(C=C(C=C1N1CC(OCC1)C(=O)O)C1CC1)C2)F